BrC1=C2C(=CNC2=C(C(=C1)F)OC)F 4-bromo-3,6-difluoro-7-methoxy-1H-indole